C[Si]1(CCC(CC1)NC(=O)C1=CC=2C(=NC(=C(C2C)F)C)N1)C N-(1,1-dimethylsilacyclohexan-4-yl)-5-fluoro-4,6-dimethyl-1H-pyrrolo[2,3-b]pyridine-2-carboxamide